CP(=O)(C)C1=CC=NC2=CC=CC=C12 4-(dimethylphosphoryl)quinolin